ClC1=CC2=C(C3=CC(=CC=C3N=C2C=C1)NC1=CC(=C(C=C1)Cl)Cl)NCCNC(OC(C)(C)C)=O tert-butyl (2-((2-chloro-7-((3,4-dichlorophenyl)amino)acridin-9-yl)amino)ethyl)carbamate